O=C1NC(CCC1N1C(C2=CC=CC(=C2C1=O)NC(=O)C=1SC=CC1)=O)=O N-(2-(2,6-dioxo(3-piperidyl))-1,3-dioxoisoindolin-4-yl)-2-thienylcarboxamide